3-hydroxy-6-methylundecanoic acid OC(CC(=O)O)CCC(CCCCC)C